tert-Butyl 5-(3-(3-chloro-4-fluorophenyl)-1-((6,7,8,9-tetrahydro-5H-[1,2,4]triazolo[4,3-a]azepin-3-yl)methyl)ureido)-1H-indol-1-carboxylate ClC=1C=C(C=CC1F)NC(N(CC1=NN=C2N1CCCCC2)C=2C=C1C=CN(C1=CC2)C(=O)OC(C)(C)C)=O